ClC=1C=C2C=C(C=NC2=C(C1C1=C(C=CC=C1O)F)F)C#N 6-chloro-8-fluoro-7-(2-fluoro-6-hydroxy-phenyl)quinoline-3-carbonitrile